O=S1(CC2=C(C=3C=CC=CC13)SC(=C2)C(=O)N2CCN(CC2)C2=CC=C(C=C2)F)=O (5,5-dioxido-4H-thieno[3,2-c]thiochromen-2-yl)(4-(4-fluorophenyl)piperazin-1-yl)methanone